benzothiaazole S1C=NC2=C1C=CC=C2